BrC=1SC(=C2C1C(N(C2=O)CC(CCCCCCCC)CCCCCC)=O)C2=CC1=C(S2)C(=CS1)CCCCCCCC 1-Bromo-5-(2-hexyldecyl)-3-(6-octylthieno[3,2-b]thiophen-2-yl)-4H-thieno[3,4-c]pyrrole-4,6(5H)-dione